C(C)(=O)C1=C(C(=O)O)C=C(C(=C1N)C(=O)O)C(C)=O 2,5-diacetyl-aminoterephthalic acid